C1(=CC=CC=C1)C1=C(O)C=CC(=C1)C(C)(C)C1=CC=C(C=C1)O phenyl-bisphenol-A